ClC1=NC=NC2=CC3=C(C=C12)OCCO3 4-chloro-7,8-dihydro[1,4]dioxino[2,3-g]quinazoline